4-chloro-5-(3-((4-fluoro-2-methylphenyl)(methoxy-d3)methyl)-5,6-dihydroimidazo[1,2-a]pyrazin-7(8H)-yl)pyridazin-3(2H)-one ClC=1C(NN=CC1N1CC=2N(CC1)C(=CN2)C(OC([2H])([2H])[2H])C2=C(C=C(C=C2)F)C)=O